3-(4-fluorophenyl)-6-methyl-1H-pyrrolo[2,3-b]pyridine FC1=CC=C(C=C1)C1=CNC2=NC(=CC=C21)C